C(#N)C=1C=C(C=C(C1)N1CC(C1)(F)F)NC(C1=C(C=C(C=C1)NS(=O)(=O)CCO)N1CCC2(CC2)CC1)=O N-(3-cyano-5-(3,3-difluoroazetidin-1-yl)phenyl)-4-((2-hydroxyethyl)sulfonylamino)-2-(6-azaspiro[2.5]oct-6-yl)benzamide